COC1=C(C=CC=C1)S(=O)(=O)C1=CC=C(C=C1)NC(=O)NCC=1C=NNC1 1-[4-(2-Methoxy-benzenesulfonyl)-phenyl]-3-(1H-pyrazol-4-ylmethyl)-urea